mercaptopropyl-tributoxysilane SCCC[Si](OCCCC)(OCCCC)OCCCC